[Cl-].ClC1N(CCN1C)C 2-Chloro-1,3-dimethylimidazolin chlorid